N-[1-[3-[4-(5-bromo-2-pyridyl)triazol-2-yl]pyrazin-2-yl]ethyl]-3,5-bis(trifluoromethyl)benzamide BrC=1C=CC(=NC1)C1=NN(N=C1)C=1C(=NC=CN1)C(C)NC(C1=CC(=CC(=C1)C(F)(F)F)C(F)(F)F)=O